C(SC1=CC=C(C=C1)NCC(=O)Br)([2H])([2H])[2H] (4-((methyl-d3)thio)phenyl)glycyl bromide